C(C1=CC=C(C(=O)N)C=C1)(=O)[O-] TEREPHTHALAMATE